(R)-N-(2-(1-(6-ethoxy-5-methoxypyridin-2-yl)-2-(methylsulfonyl)ethyl)-1,3-dioxoisoindolin-4-yl)cyclopropanecarboxamide C(C)OC1=C(C=CC(=N1)[C@H](CS(=O)(=O)C)N1C(C2=CC=CC(=C2C1=O)NC(=O)C1CC1)=O)OC